COC=1C=C(C(=O)OC)C=CC1NCC#C methyl 3-methoxy-4-(prop-2-yn-1-ylamino)benzoate